dichloro(pentamethyl-cyclopentadienyl)rhodium Cl[Rh](C1(C(=C(C(=C1C)C)C)C)C)Cl